ClC=1C=CC(=C(C(=O)N[C@H](C(C(=O)NC)=O)C[C@H]2C(N[C@@H](C2)C)=O)C1)NC(C1=CC(=CC=C1)C(F)(F)F)=O 5-chloro-N-[(1S)-3-(methylamino)-1-[[(3S,5R)-5-methyl-2-oxo-pyrrolidin-3-yl]methyl]-2,3-dioxo-propyl]-2-[[3-(trifluoromethyl)benzoyl]amino]benzamide